2-aminoethyl-heptadecenyl-imidazoline dodecenyl-succinic acid salt C(=CCCCCCCCCCC)C(C(=O)O)CC(=O)O.NCCC=1N(CCN1)C=CCCCCCCCCCCCCCCC